6,6-dimethyl-N2-(4-methylbenzyl)-N4-octyl-1,6-dihydro-[1,3,5]-triazine-2,4-diamine D-gluconate O=C([C@H](O)[C@@H](O)[C@H](O)[C@H](O)CO)O.CC1(N=C(N=C(N1)NCC1=CC=C(C=C1)C)NCCCCCCCC)C